(2S)-1-{[(1R)-1-carboxy-2-{[(2E,6E)-3,7,11-trimethyldodecane-2,6,10-trien-1-yl]sulfanyl}ethyl]carbamoyl}pyrrolidine-2-carboxylic acid C(=O)(O)[C@H](CSC\C=C(\CC\C=C(\CCC=C(C)C)/C)/C)NC(=O)N1[C@@H](CCC1)C(=O)O